S(C)(=O)(=O)OCCOC1=C(C=CC=C1)OCC(F)(F)F 2-(2-trifluoroethoxyphenoxy)ethanol mesylate